COC=1C=C2C3=C(C=NC2=CC1)CC1CCCN13 2-methoxy-7a,8,9,10-tetrahydro-7H-pyrrolizino[2,3-c]quinoline